(R)-6-chloro-3-((1-(2-cyano-3-((3-(dimethylamino)-3-oxopropyl)amino)-7-methylquinoxalin-5-yl)ethyl)amino)picolinic acid ClC1=CC=C(C(=N1)C(=O)O)N[C@H](C)C1=C2N=C(C(=NC2=CC(=C1)C)C#N)NCCC(=O)N(C)C